C1=C(C=CC2=CC=CC=C12)C1=NC=NC=N1 6-(naphthalen-2-yl)-1,3,5-triazine